2-((S)-1-((Z)-2-fluoro-3-(pyridin-2-yl)acryloyl)-4-(8-fluoro-7-(3-hydroxynaphthalen-1-yl)-2-(((S)-1-methylpyrrolidin-2-yl)methoxy)quinazolin-4-yl)piperazin-2-yl)acetonitrile F\C(\C(=O)N1[C@H](CN(CC1)C1=NC(=NC2=C(C(=CC=C12)C1=CC(=CC2=CC=CC=C12)O)F)OC[C@H]1N(CCC1)C)CC#N)=C/C1=NC=CC=C1